N-[3-fluoro-5-(4-methyl-2-phenylpiperazine-1-carbonyl)-6-pyrrolidin-1-ylpyridin-2-yl]cyclopropanecarboxamide FC=1C(=NC(=C(C1)C(=O)N1C(CN(CC1)C)C1=CC=CC=C1)N1CCCC1)NC(=O)C1CC1